C1(=CC(=CC=C1)CCC)C 1-(m-tolyl)propan